Carboxyl-spermidine C(=O)(O)NCCCCNCCCN